C(CCCCCCC=C)O 8-nonen-1-ol